COC(=O)C=1NN=CC1/N=C(\C)/N1[C@@H](COCC1)C 4-[1-((R)-3-Methyl-morpholin-4-yl)-eth-(E)-ylideneamino]-2H-pyrazole-3-carboxylic acid methyl ester